O[C@H]1CC[C@@]2(C=3C(C[C@@]4([C@H](C[C@@H]([C@]4(C3CCC2C1(C)C)C)O)C(C)CCO)C)=O)C (3S,10S,13R,14R,15S,17R)-3,15-dihydroxy-17-(4-hydroxybutan-2-yl)-4,4,10,13,14-pentamethyl-1,2,3,4,5,6,7,10,12,13,14,15,16,17-tetradecahydro-11H-cyclopenta[a]phenanthren-11-one